2,3,4,5-tetramethyl-6-(N-methylsulphonylamino)benzoic acid methyl ester COC(C1=C(C(=C(C(=C1NS(=O)(=O)C)C)C)C)C)=O